tert-Butyl-4-(3-cyanophenyl)-3-((dimethylamino)methyl)-4-hydroxypiperidine-1-carboxylate C(C)(C)(C)OC(=O)N1CC(C(CC1)(O)C1=CC(=CC=C1)C#N)CN(C)C